N-propyldiethanolamine C(CC)N(CCO)CCO